C1(CCCCC1)C=1N=C(N(C1C(=O)OC(C)(C)C)C)C tert-butyl 4-cyclohexyl-1,2-dimethyl-1H-imidazole-5-carboxylate